4-(4-(4,4,5,5-tetramethyl-1,3,2-dioxaborolan-2-yl)phenoxy)butanenitrile CC1(OB(OC1(C)C)C1=CC=C(OCCCC#N)C=C1)C